(S)-2-(6-(3,5-dimethylisoxazol-4-yl)-3-methyl-4-(phenyl-(tetrahydro-2H-pyran-4-yl)methyl)-4H-thieno[2',3':4,5]pyrrolo[3,2-b]pyridin-2-yl)propan-2-ol CC1=NOC(=C1C=1C=C2C(=NC1)C1=C(N2[C@@H](C2CCOCC2)C2=CC=CC=C2)C(=C(S1)C(C)(C)O)C)C